(R)-1-((5-chloro-6-(((S)-4-(2,3-dihydrobenzo[b][1,4]dioxin-6-yl)-2,3-dihydro-1H-inden-1-yl)oxy)-2-methoxypyridin-3-yl)methyl)piperidine-2-carboxylic acid ClC=1C=C(C(=NC1O[C@H]1CCC2=C(C=CC=C12)C1=CC2=C(OCCO2)C=C1)OC)CN1[C@H](CCCC1)C(=O)O